FC1=C(N=CC2=C1N=C(N=C2N2CC(CCC2)(O)C)OCC21CCCN1CCC2)C=2C=CC=C1C=CC=NC21 (8-fluoro-2-((hexahydro-1H-pyrrolizin-7a-yl)methoxy)-7-(quinolin-8-yl)pyrido[4,3-d]pyrimidin-4-yl)-3-methylpiperidin-3-ol